FC1=NC=CC2=C1C(C1CCC2N1)=C (±)-1-fluoro-9-methylene-6,7,8,9-tetrahydro-5H-5,8-epiminocyclohepta[c]pyridine